(2Z)-N-(5-chloro-2-methylpyridin-3-yl)-3-[3-cyano-1-(oxan-2-yl)indazol-6-yl]-2-fluoroprop-2-enamide ClC=1C=C(C(=NC1)C)NC(/C(=C/C1=CC=C2C(=NN(C2=C1)C1OCCCC1)C#N)/F)=O